zirconium-niobium oxygen [O].[Nb].[Zr]